Aluminium Hydroxid [OH-].[Al+3].[OH-].[OH-]